tetrahydro-2H-pyran-4-ylmethaneamine O1CCC(CC1)CN